C(C)OC(=O)C=1OC2=C(C1C(F)F)C(CCC2)=O 3-(difluoromethyl)-4-oxo-4,5,6,7-tetrahydro-1-benzofuran-2-carboxylic acid ethyl ester